C(C)(C)(C)OC(=O)NCC1=CC=C(S1)C=1C=C(C=CC1)[C@@H](C)NC(=O)C=1C=C(C=CC1C)NC1CCN(CC1)C(=O)OC(C)(C)C tert-butyl (R)-4-((3-((1-(3-(5-(((tert-butoxycarbonyl)amino)methyl)thiophen-2-yl)phenyl)ethyl)carbamoyl)-4-methylphenyl)amino)piperidine-1-carboxylate